Cl.Cl.NC=1C=C(CO)C=CC1N 3,4-Diamino-benzylalcohol dihydrochloride